(6-(3-acrylamidophenyl)-4-(((3,3-dimethylbutan-2-yl)amino)methyl)pyridin-2-yl)amino-1H-pyrazole-1-carboxylate C(C=C)(=O)NC=1C=C(C=CC1)C1=CC(=CC(=N1)NC1=NN(C=C1)C(=O)[O-])CNC(C)C(C)(C)C